methyl 4-(3,5-difluoropyridin-2-yl)-10-methyl-7-((methylsulfonyl)methyl)-11-oxo-3,4,10,11-tetrahydro-1H-1,4,10-triazadibenzo[cd,f]azulene-6-carboxylate FC=1C(=NC=C(C1)F)N1C=C2C(=C(C3=C(C4=C2C1CCN4)C(N(C=C3)C)=O)CS(=O)(=O)C)C(=O)OC